3-(DIFLUOROMETHOXY)-2-FLUOROPHENYLBORONIC ACID FC(OC=1C(=C(C=CC1)B(O)O)F)F